BrC1=CC(=C(CN2C(N(CC(C2)CO)C2=CC(=C(C=C2)OC)OCCCCC)=O)C=C1)OC 1-(4-bromo-2-methoxybenzyl)-5-(hydroxymethyl)-3-(4-methoxy-3-(pentyloxy)phenyl)tetrahydropyrimidin-2(1H)-one